3-[(trans)-2-[5-(diethylaminomethyl)-2-pyridyl]vinyl]-6-[2-(2,2-difluoroethylcarbamoyl)Phenyl]sulfanylindole-1-carboxylic acid tert-butyl ester C(C)(C)(C)OC(=O)N1C=C(C2=CC=C(C=C12)SC1=C(C=CC=C1)C(NCC(F)F)=O)\C=C\C1=NC=C(C=C1)CN(CC)CC